1-(4-Methoxybenzyl)-5-(2-(methylsulfinyl)-6-(trifluoromethyl)pyrimidin-4-yl)pyridin-2(1H)-one COC1=CC=C(CN2C(C=CC(=C2)C2=NC(=NC(=C2)C(F)(F)F)S(=O)C)=O)C=C1